N1-(2-ethoxy-3-((methyl-(4-((2,4,6-trioxotetrahydropyrimidin-5(2H)-ylidene)methyl)phenyl)amino)methyl)phenyl)-N2-(2-ethylphenyl)oxalamide C(C)OC1=C(C=CC=C1CN(C1=CC=C(C=C1)C=C1C(NC(NC1=O)=O)=O)C)NC(C(=O)NC1=C(C=CC=C1)CC)=O